C(C)(C)(C)C1=CC(=C(C=C1O)CC(=O)NC1=CC(=NC=C1)C(=O)O)Cl 4-[[2-(4-tert-butyl-2-chloro-5-hydroxy-phenyl)acetyl]amino]pyridine-2-carboxylic acid